C1=CC=CC=2C=CN3C(=NC4=CC=CC=C4C3=O)C12 8H-isoquinolino[1,2-b]quinazolin-8-one